2-((tetrahydro-2H-pyran-4-yl)oxy)pyridine O1CCC(CC1)OC1=NC=CC=C1